BrC=1C=C(C=NC1)N1CCC(CC1)CO (1-(5-bromopyridin-3-yl)piperidin-4-yl)methanol